4-(1-(4-cyano-2-methylphenyl)-5-(3,5-dimethylisoxazol-4-yl)-1H-pyrrolo[2,3-b]pyridin-3-yl)-3-(trifluoromethoxy)benzoic acid C(#N)C1=CC(=C(C=C1)N1C=C(C=2C1=NC=C(C2)C=2C(=NOC2C)C)C2=C(C=C(C(=O)O)C=C2)OC(F)(F)F)C